O=C1NC(CCC1NC(=O)C1=CNC2=CC=CC=C12)=O N-(2,6-dioxo-3-piperidinyl)-1H-indole-3-carboxamide